2-bromo-6-fluoronaphthalene BrC1=CC2=CC=C(C=C2C=C1)F